methyl 4-(methyl-d3)-5-oxo-5,6,7,8-tetrahydronaphthalene-2-carboxylate C(C1=CC(=CC=2CCCC(C12)=O)C(=O)OC)([2H])([2H])[2H]